(diphenylphenoxy)methyl-phenol C1(=CC=CC=C1)C=1C(=C(OCC2=C(C=CC=C2)O)C=CC1)C1=CC=CC=C1